NC1=C(C(=O)O)C=CC(=C1)O 2-amino-4-hydroxybenzoic acid